(2S,3R,4S,E)-3,4-Diaminooctadec-5-en-1,2-diol N[C@@H]([C@@H](CO)O)[C@H](\C=C\CCCCCCCCCCCC)N